FC(OC1=NC(=CC=C1NC(=O)C1(CN(C1)C=1OC=CN1)C1=C(C=CC=C1)C(C)C)C)F 2-(3-((2-(Difluoromethoxy)-6-methylpyridin-3-yl)carbamoyl)-3-(2-isopropylphenyl)azetidin-1-yl)oxazol